magnesium hypobromite Br[O-].[Mg+2].Br[O-]